ClC1=CC=2C(=NOC2)C=C1 5-chlorobenzo[C]isoxazole